(S)-5-((5-chloro-2,4-difluorophenyl)(methyl)carbamoyl)-3,3-difluoro-2-oxopyrrolidine ClC=1C(=CC(=C(C1)N(C(=O)[C@@H]1CC(C(N1)=O)(F)F)C)F)F